N-(isoquinolin-8-yl)-4-(4-methylpiperazin-1-yl)benzamide C1=NC=CC2=CC=CC(=C12)NC(C1=CC=C(C=C1)N1CCN(CC1)C)=O